nonyl 8-{[8-(1-butyl-7-fluoroheptylcarbonyloxy) octyl](2-hydroxyethyl)amino}-2-methyloctanoate C(CCC)C(CCCCCCF)C(=O)OCCCCCCCCN(CCCCCCC(C(=O)OCCCCCCCCC)C)CCO